4-[3-(aminomethyl)-6-chloropyridin-2-yl]-3-(2-methyl-5-pyridin-2-ylpyrazol-3-yl)oxybenzonitrile NCC=1C(=NC(=CC1)Cl)C1=C(C=C(C#N)C=C1)OC=1N(N=C(C1)C1=NC=CC=C1)C